N-(1-naphthyl)-6-piperazin-1-yl-2-(3-pyridyl)pyrimidine-4-carboxamide C1(=CC=CC2=CC=CC=C12)NC(=O)C1=NC(=NC(=C1)N1CCNCC1)C=1C=NC=CC1